N1=C(C=CC=C1)CN1N=CC=C1 (pyridin-2-ylmethyl)-1H-pyrazol